tetravinyltetra-methylcyclotetrasiloxane C(=C)[Si]1(O[Si](O[Si](O[Si](O1)(C)C=C)(C)C=C)(C)C=C)C